Methyl (S)-3-(2',4'-dimethyl-6'-(pent-4-en-1-yloxy)-[1,1'-biphenyl]-3-yl)-3-((R)-2-hydroxypent-4-enamido)propanoate CC1=C(C(=CC(=C1)C)OCCCC=C)C1=CC(=CC=C1)[C@H](CC(=O)OC)NC([C@@H](CC=C)O)=O